ClC1=C(C=CC=C1F)CC(=O)NC1=CN=NC(=C1)Cl (2-chloro-3-fluorophenyl)-N-(6-chloropyridazin-4-yl)acetamide